N[C@H]1C[C@@H](CC1)OC1=C(C=C(C(=C1)F)C)C1=CC(=NN1)NC=1N=CC(=NC1)C#N 5-((5-(2-(((1R,3R)-3-aminocyclopentyl)oxy)-4-fluoro-5-methylphenyl)-1H-pyrazol-3-yl)amino)pyrazine-2-carbonitrile